ClC=1C=C(C=C2C(=C(C(=NC12)N1[C@@H](CN(CC1)CC1CCOCC1)C)C1=NC(=NO1)C)C)C (R)-5-(8-chloro-4,6-dimethyl-2-(2-methyl-4-((tetrahydro-2H-pyran-4-yl)methyl)piperazin-1-yl)quinolin-3-yl)-3-methyl-1,2,4-oxadiazole